C[C@]1(O)[C@H]2[C@H](O2)[C@H](O1)CO methyl-2,3-anhydro-β-D-ribose